FC1=CC=C(C=C1)C1(CCC1)NC1=NC=C2C(=N1)NN=C2 [(4-fluorophenyl)cyclobutyl]pyrazolo[5,4-d]pyrimidin-6-ylamine